R-L-tryptophan N[C@H](CC1=CNC2=CC=CC=C12)C(=O)O